tert-butyl (3-(4-amino-3-iodo-1H-pyrazolo[3,4-d]pyrimidin-1-yl)cyclohexyl)(methyl)carbamate NC1=C2C(=NC=N1)N(N=C2I)C2CC(CCC2)N(C(OC(C)(C)C)=O)C